4-(2-morpholinoethoxy)phenylboronic acid pinacol ester O1CCN(CC1)CCOC1=CC=C(C=C1)B1OC(C)(C)C(C)(C)O1